CC1(N(CCC1)CC(=O)NC=1C=C(C(=NC1)C)NC(=O)C=1C=NN2C1C=NC(=C2)C2=CC=NC=C2)C N-(5-(2-(2,2-dimethylpyrrolidin-1-yl)acetamido)-2-methylpyridin-3-yl)-6-(pyridin-4-yl)pyrazolo[1,5-a]pyrazine-3-carboxamide